FCC1CN(C1)C(=O)C1=NN2C([C@@H](N=C(C3=C2C=CC(=C3Cl)Cl)C3=C(C=CC=C3F)F)C)=N1 [3-(fluoromethyl)azetidin-1-yl]-[(4S)-7,8-dichloro-6-(2,6-difluorophenyl)-4-methyl-4H-[1,2,4]triazolo[1,5-a][1,4]benzodiazepine-2-Yl]methanone